NC1=NC=C(C2=CC=C(C=C12)C1=CN=C2N1C=CC(=C2)F)C=2SC1=C(N2)[C@H](CCC1)NC (S)-2-(1-amino-7-(7-fluoroimidazo[1,2-a]pyridin-3-yl)isoquinolin-4-yl)-N-methyl-4,5,6,7-tetrahydrobenzo[d]thiazol-4-amine